C(C)OC(=O)C1=NOC(=C1)C(=O)C1=C(N=C(S1)NC1=CC=C(C=C1)F)N 5-[4-Amino-2-(4-fluoroanilino)thiazole-5-carbonyl]isoxazole-3-carboxylic acid ethyl ester